NC1=NC=2C(=CC(=CC2C=2N1N=C(N2)[C@@H]2CC[C@@H](N(C2)C(=O)C=2C=NC(=CC2)N2CCOCC2)C)F)F ((2S,5R)-5-(5-amino-7,9-difluoro-[1,2,4]triazolo[1,5-c]quinazolin-2-yl)-2-methylpiperidin-1-yl)(6-morpholinopyridin-3-yl)methanone